(S)-3-(5-(((S)-1-((8-fluoro-2-((3aR*,6aR*)-hexahydro-5H-furo[2,3-c]pyrrol-5-yl)quinazolin-6-yl)methyl)pyrrolidin-3-yl)oxy)-1-oxoisoindolin-2-yl)piperidine-2,6-dione FC=1C=C(C=C2C=NC(=NC12)N1C[C@H]2[C@@H](C1)CCO2)CN2C[C@H](CC2)OC=2C=C1CN(C(C1=CC2)=O)[C@@H]2C(NC(CC2)=O)=O |o1:13,14|